O[C@H]1[C@@H](CCCC1)NC=1N=NC(=C(N1)C)C1=CC=C2C(C=CS2)=C1O 5-(3-(((1R,2R)-2-hydroxycyclohexyl)amino)-5-methyl-1,2,4-triazine-6-yl)benzothiophene-4-ol